C(C=C)[Ru]C1C=CC=C1 allyl-cyclopentadienyl-ruthenium